C(=C)C1=CC=C(C=C1)CCC1=CC(=CC=C1)CCC1=CC=C(C=C1)C=C 1,3-bis(p-vinylphenylethyl)benzene